(4-(anthracen-4-yl)phenyl)boronic acid C1=CC=C(C2=CC3=CC=CC=C3C=C12)C1=CC=C(C=C1)B(O)O